acetophenone diethyl ketal C(C)OC(C)(C1=CC=CC=C1)OCC